(R)-1-(4-isopropyl-3-methoxybenzyl)-3-(2-phenylpropyl-phenyl)piperazine C(C)(C)C1=C(C=C(CN2C[C@H](NCC2)C2=C(C=CC=C2)CC(C)C2=CC=CC=C2)C=C1)OC